tris(mercaptoethylthio)methane SCCSC(SCCS)SCCS